C(C)C1=CC=C(CN2CCC3(CC2)COC2=C4CN(C(C4=CC=C23)=O)C2C(NC(CC2)=O)=O)C=C1 3-(1'-(4-ethylbenzyl)-6-oxo-6,8-dihydro-2H,7H-spiro[furo[2,3-e]isoindole-3,4'-piperidin]-7-yl)piperidine-2,6-dione